(R)-(3-(7-methyl-1H-indazol-5-yl)-1-(4-(1-methylpiperidin-4-yl)piperazin-1-yl)-1-oxopropan-2-yl)carbamic acid tert-butyl ester C(C)(C)(C)OC(N[C@@H](C(=O)N1CCN(CC1)C1CCN(CC1)C)CC=1C=C2C=NNC2=C(C1)C)=O